4'-chloro-2,2',3,4,6-pentafluoro-5'-nitro-1,1'-biphenyl ClC1=CC(=C(C=C1[N+](=O)[O-])C1=C(C(=C(C=C1F)F)F)F)F